ClC=1C(=NC(=NC1)NC1CCOCC1)C1=CC=C2CN(C(C2=C1)=O)CC(=O)NC1(CCC2=CC=C(C=C12)OC)CO 2-(6-{5-chloro-2-[(oxacyclohex-4-yl)amino]pyrimidin-4-yl}-1-oxo-2,3-dihydro-1H-isoindol-2-yl)-N-[1-(hydroxymethyl)-6-methoxy-2,3-dihydro-1H-inden-1-yl]acetamide